C(C)C1N(CC2NS(C=3C(OCC21)=C(N(C3)C)C(NC3=CC(=C(C=C3)F)Cl)=O)(=O)=O)C(=O)[O-] cis-Ethyl-8-((3-chloro-4-fluorophenyl)carbamoyl)-7-methyl-3a,4,10,10a-tetrahydro-1H,7H-dipyrrolo[3,4-b:3',4'-f][1,4,5]oxathiazocin-2(3H)-carboxylate 5,5-dioxid